(1R,5S,17S)-5-ethyl-3-imino-15,15-dimethyl-14,24-dioxa-2,4,18-triazahexacyclo[18.6.2.22,5.210,13.012,17.023,27]dotriaconta-10,12,20,22,27,29-hexaene-19,32-dione C(C)[C@]12NC(N([C@@H]3CCOC4=CC=C(C(N[C@H]5CC(OC6=C5C=C(CCCC1)C=C6)(C)C)=O)C=C34)C(C2)=O)=N